2-(4-chloro-3-fluorophenoxy)-N-(3-{2-[(2,2-difluoro-2H-1,3-benzodioxol-5-yl)oxy]acetamido}bicyclo[1.1.1]pentan-1-yl)acetamide ClC1=C(C=C(OCC(=O)NC23CC(C2)(C3)NC(COC3=CC2=C(OC(O2)(F)F)C=C3)=O)C=C1)F